tert-Butyl 7-(4-(2-(2-(2-hydroxyethoxy)ethoxy)ethoxy)-1,3-dioxoisoindolin-2-yl)-4,6-dioxo-5-azaspiro[2.5]octane-5-carboxylate OCCOCCOCCOC1=C2C(N(C(C2=CC=C1)=O)C1C(N(C(C2(CC2)C1)=O)C(=O)OC(C)(C)C)=O)=O